5-propynyl-deoxyuridine C(#CC)C=1C(NC(N([C@H]2C[C@H](O)[C@@H](CO)O2)C1)=O)=O